C1(CCC1)CCO CYCLOBUTANEETHANOL